FC(OC1=CC=C(C=NNC2=CC=C(C(=O)N=[N+]=[N-])C=C2)C=C1)(F)F 4-(2-(4-(trifluoromethoxy)benzylidene)hydrazino)benzoyl azide